(S)-1,1,1-trifluoro-2-(8-(5-(((5-fluoro-2,3-dihydrobenzofuran-4-yl)methyl)amino)-[1,2,4]triazolo[4,3-c]pyrimidin-8-yl)-[1,2,4]triazolo[1,5-a]pyridin-5-yl)propan-2-ol FC([C@@](C)(O)C1=CC=C(C=2N1N=CN2)C=2C=1N(C(=NC2)NCC2=C(C=CC3=C2CCO3)F)C=NN1)(F)F